3-bromo-5-chloro-4-fluoro-2-[(2-methoxyethoxy)methoxyethoxy]Benzonitrile BrC=1C(=C(C#N)C=C(C1F)Cl)OCCOCOCCOC